2,4-dioxo-3-(2-phenylcyclopropyl)-3,4-dihydroquinazolin O=C1NC2=CC=CC=C2C(N1C1C(C1)C1=CC=CC=C1)=O